N-[4-fluoro-5-(3-fluoro-4-morpholin-4-ylphenyl)-2-[rac-(3R,5R)-3,4,5-trimethylpiperazin-1-yl]phenyl]-6-oxo-4-(trifluoromethyl)-1H-pyridine-3-carboxamide FC1=CC(=C(C=C1C1=CC(=C(C=C1)N1CCOCC1)F)NC(=O)C1=CNC(C=C1C(F)(F)F)=O)N1C[C@H](N([C@@H](C1)C)C)C |r|